N-(6-amino-5-ethyl-3-pyridyl)-2-[(2S,4S,5S)-2-(1,3-benzothiazol-5-yl)-4-Isopropoxy-5-methyl-1-piperidyl]-2-oxo-acetamide NC1=C(C=C(C=N1)NC(C(=O)N1[C@@H](C[C@@H]([C@H](C1)C)OC(C)C)C=1C=CC2=C(N=CS2)C1)=O)CC